C(CC)(=O)[O-].C(CC)(=O)[O-].[Hf+2] hafnium dipropionate